ClC=1C(=C(C=CC1C#N)NC(=O)C1CN(C(O1)C(F)(F)F)C1=CC(=C(C=C1)C#N)C(F)(F)F)F N-(3-Chloro-4-cyano-2-fluorophenyl)-3-(4-cyano-3-(trifluoromethyl)phenyl)-2-(trifluoromethyl)oxazolidin-5-carboxamid